5-(aminomethyl)-N-methyl-N-(cis-3-(trifluoromethyl)cyclobutyl)pyridin-2-amine NCC=1C=CC(=NC1)N([C@@H]1C[C@@H](C1)C(F)(F)F)C